N-(5-((4-Oxo-4,5-dihydro-3H-spiro[furo[3,4-c]pyridine-1,3'-piperidin]-1'-yl)methyl)thiazol-2-yl)acetamide O=C1NC=CC2=C1COC21CN(CCC1)CC1=CN=C(S1)NC(C)=O